C(C)(C)(C)[C@H](C[C@H](C[C@@H]([C@@H](C=C)C)OC(=O)OCC(Cl)(Cl)Cl)C)OC(=O)C1N(CCC1)C(=O)O Pyrrolidine-1,2-dicarboxylic acid-(2S)-2-[(3R,4S,6S,8S)-8-tert-butyl-4-(2,2,2-trichloroethoxy-carbonyloxy)-3,6-dimethyloct-1-en-8-yl]ester